tertiary butyl-copper sulfide C(C)(C)(C)[Cu]=S